C(C)C(CC1(CCCCC1)C(=O)NC1=C(C=CC=C1)SSC1=C(C=CC=C1)NC(=O)C1(CCCCC1)CC(CC)CC)CC bis[2-[1-(2-ethylbutyl)cyclohexylcarbonylamino]-phenyl] disulfide